phenyl-phosphonic acid di(4-methyl phenyl thio) ester CC1=CC=C(C=C1)SOP(OSC1=CC=C(C=C1)C)(=O)C1=CC=CC=C1